C(C1=CC=CC=C1)OC1=C(C=C(C=C1)C(CC1=NCCC2=C1NC1=CC(=CC=C21)OC)CC2=NCCC1=C2NC2=CC(=CC=C12)OC)OC 1,1'-(2-(4-(benzyloxy)-3-methoxyphenyl)propane-1,3-diyl)bis(7-methoxy-4,9-dihydro-3H-pyrido[3,4-b]indole)